N'-hydroxybenzimidamide ON=C(C1=CC=CC=C1)N